(Z)-2-cyano-3-(4-(8-(4-(diphenylamino)phenyl)-3-phenyl-3H-benzo[f]chromen-3-yl)phenyl)acrylic acid C(#N)/C(/C(=O)O)=C/C1=CC=C(C=C1)C1(OC=2C=CC3=C(C2C=C1)C=CC(=C3)C3=CC=C(C=C3)N(C3=CC=CC=C3)C3=CC=CC=C3)C3=CC=CC=C3